N1N=NC(=C1)CN1C=NC(=C1)C1=CC=C(C=C1)F 1-((1H-1,2,3-triazol-4-yl)methyl)-4-(4-fluorophenyl)-1H-imidazole